N-(4-(5-(3-chloro-5-(trifluoromethyl)phenyl)-5-(trifluoromethyl)-4,5-dihydroisoxazol-3-yl)-2-fluorophenyl)methanesulfonamide ClC=1C=C(C=C(C1)C(F)(F)F)C1(CC(=NO1)C1=CC(=C(C=C1)NS(=O)(=O)C)F)C(F)(F)F